2-({2-chloro-5-cyano-3-[(3R,5S)-4-[(2R)-2-hydroxypropyl]-3,5-dimethylpiperazin-1-yl]phenyl}amino)-4-(cyclopropylamino)pyrazolo[1,5-a][1,3,5]triazine-8-carbonitrile ClC1=C(C=C(C=C1N1C[C@H](N([C@H](C1)C)C[C@@H](C)O)C)C#N)NC1=NC=2N(C(=N1)NC1CC1)N=CC2C#N